CP(=O)(C)C1=CC=C(C(=O)O)C=C1 4-(Dimethylphosphoryl)benzoic acid